6-(Benzenesulfonyl)-2-(thiophen-2-yl)imidazo[4,5-d]pyrrolo[2,3-b]pyridine C1(=CC=CC=C1)S(=O)(=O)N1CC=C2C1=NC=C1C2=NC(=N1)C=1SC=CC1